The molecule is a 1,2-diacyl-sn-glycero-3-phosphocholine in which the acyl groups specified at positions 1 and 2 are palmitoleoyl and stearoyl respectively. It has a role as a mouse metabolite. It is a 1,2-diacyl-sn-glycero-3-phosphocholine and a phosphatidylcholine 34:1. It derives from a palmitoleic acid and an octadecanoic acid. CCCCCCCCCCCCCCCCCC(=O)O[C@H](COC(=O)CCCCCCC/C=C\\CCCCCC)COP(=O)([O-])OCC[N+](C)(C)C